BrC1=C(C=C(C=C1)NS(=O)(=O)C)C=O N-(4-bromo-3-formylphenyl)methanesulfonamide